FC1=CC=C(C=C1)C1=C(NC(=C1C(=O)[O-])C)C(=O)[O-] 3-(4-fluorophenyl)-5-methyl-1H-pyrrole-2,4-dicarboxylate